3-allyl-1-boc-piperidine-3-carboxylic acid C(C=C)C1(CN(CCC1)C(=O)OC(C)(C)C)C(=O)O